6-((6-((biotinoyl)amino)hexanoyl)amino)hexanoic acid succinimidyl ester C1(CCC(N1OC(CCCCCNC(CCCCCNC(CCCC[C@@H]1SC[C@@H]2NC(=O)N[C@H]12)=O)=O)=O)=O)=O